[Ni].[Cu] Copper nickel